ethyl 2-[1-(4-chlorophenyl)-2-{2-[(2,3-dihydro-1H-inden-2-yl)amino]pyrimidin-5-yl}-1H-imidazol-4-yl]acetate ClC1=CC=C(C=C1)N1C(=NC(=C1)CC(=O)OCC)C=1C=NC(=NC1)NC1CC2=CC=CC=C2C1